BrC1=CC(=C2C=C(NC2=C1)C(=O)N1CC(CCC1)C(=O)N)F 1-[(6-bromo-4-fluoro-1H-indol-2-yl)carbonyl]-3-piperidinecarboxamide